COC=1C=C(C=CC1N1CCN(CC1)C1CCN(CC1)C)NC=O N-(3-methoxy-4-(4-(1-methylpiperidin-4-yl)piperazin-1-yl)phenyl)carboxamide